NC1=C(C(=O)OCC=C)C=C(C=C1)Br allyl 2-amino-5-bromobenzoate